C(#N)C1=CC=2N(N=C1)C(=CC2)C2=CC(=C(C=N2)C2=NN=C(S2)N2CCN(CC2)C(=O)OC(C)(C)C)NC tert-butyl 4-[5-(6-{3-cyanopyrrolo[1,2-b]pyridazin-7-yl}-4-(methylamino)pyridin-3-yl)-1,3,4-thiadiazol-2-yl]piperazine-1-carboxylate